The molecule is a dTDP-sugar where the sugar component is D-galacturonic acid. It is a member of galacturonic acids and a dTDP-sugar. It derives from a D-galactopyranuronic acid. It is a conjugate acid of a dTDP-D-galacturonate(3-). CC1=CN(C(=O)NC1=O)[C@H]2C[C@@H]([C@H](O2)COP(=O)(O)OP(=O)(O)OC3[C@@H]([C@H]([C@H]([C@H](O3)C(=O)O)O)O)O)O